tert-butyl (8-(4-bromooxazol-2-carbonyl)-8-azabicyclo[3.2.1]octane-3-yl)carbamate BrC=1N=C(OC1)C(=O)N1C2CC(CC1CC2)NC(OC(C)(C)C)=O